ClC1=CC=C(C=C1)C(CO)(C#C)O 2-(4-chlorophenyl)-but-3-yn-1,2-diol